C(C)N1C2=NC=NC(=C2N=C1C#CC1=CC=CC=C1)N 9-Ethyl-8-phenylethynyl-9H-purin-6-ylamine